4-[7-(1-amino-1-methyl-ethyl)imidazo[1,2-a]pyridin-3-yl]-N-cyclopropyl-2-(difluoromethoxy)-6-methoxy-benzamide NC(C)(C)C1=CC=2N(C=C1)C(=CN2)C2=CC(=C(C(=O)NC1CC1)C(=C2)OC)OC(F)F